CN(C1CCCCC1)C1CCCCC1 N-methyl-N,N-dicyclohexylamine